2-(4-fluorobutyl)-5,6-dimethoxy-3-methylcyclohexa-2,5-diene-1,4-dione FCCCCC=1C(C(=C(C(C1C)=O)OC)OC)=O